ClC1=NC=C(C=C1)C=1NC=C(N1)C(F)(F)F 2-chloro-5-[4-(trifluoromethyl)-1H-imidazol-2-yl]pyridine